O[C@@]1(C(N(CC1)C)=O)C1=CC(=NO1)C1=NC(=CC=C1)C1=NC(=NC=C1)NC=1C(=NC=CC1)C (R)-3-Hydroxy-1-methyl-3-(3-(6-(2-((2-methylpyridin-3-yl)amino)pyrimidin-4-yl)pyridin-2-yl)isoxazol-5-yl)pyrrolidin-2-one